4-([1,1'-biphenyl]-3-yl)-5-chloro-N-(piperidin-3-yl)pyrimidin-2-amine C1(=CC(=CC=C1)C1=NC(=NC=C1Cl)NC1CNCCC1)C1=CC=CC=C1